C(CCC)C1CCCCC1 5-BUTYL-CYCLOHEXANE